C(C)(C)(C)C1=NCC=C(C1)C1=NC=CC(=N1)C1=C(C=CC=C1)OC tert-butyl-4-[4-(2-methoxyphenyl)pyrimidin-2-yl]-3,6-dihydropyridine